BrC=1C=C2C(=NC1)NN=C2C(=O)C=2C(=C(C=CC2F)NS(=O)(=O)CCC)F N-(3-(5-bromo-1H-pyrazolo[3,4-b]pyridine-3-carbonyl)-2,4-difluorophenyl)propane-1-sulfonamide